FCSCC Ethyl (fluoromethyl) sulfide